5-(3-chloro-1-(1-methylpiperidin-4-yl)-1H-pyrazol-4-yl)-3-(6-methoxypyridin-3-yl)-1H-pyrrolo[2,3-b]pyridine ClC1=NN(C=C1C=1C=C2C(=NC1)NC=C2C=2C=NC(=CC2)OC)C2CCN(CC2)C